3,6-dichloro-4-iodo-5-(trifluoromethyl)pyridazine ClC=1N=NC(=C(C1I)C(F)(F)F)Cl